SC(C(=O)N)C1=CC=CC=C1 mercaptophenylacetamide